Tert-butyl (2R)-2-((2-[3-((5-cyanopyrazin-2-yl)amino)-1H-pyrazol-5-yl]-3-methoxyphenoxy)methyl)morpholine-4-carboxylate C(#N)C=1N=CC(=NC1)NC1=NNC(=C1)C1=C(OC[C@H]2CN(CCO2)C(=O)OC(C)(C)C)C=CC=C1OC